ClCC1=CC=C(C=C1)C1=NC=C(C=C1F)C(F)(F)F 2-[4-(chloromethyl)phenyl]-3-fluoro-5-(trifluoromethyl)pyridine